OCC(CO)NC(C1=CC=C(C=C1)NC1=NC=C(C(=N1)NCC=1C(=NC=CC1)N(S(=O)(=O)C)C)C(F)(F)F)=O N-[2-hydroxy-1-(hydroxymethyl)ethyl]-4-({4-[({2-[methyl(methylsulfonyl)amino]pyridin-3-yl}methyl)amino]-5-(trifluoromethyl)pyrimidin-2-yl}amino)benzamide